C1(CC1)CN1C(=CC2=CC(=CC(=C12)C=1C(=NC(=CC1)C)CC)C(=O)N1CC=2N(N=CC2C1)CC)C=1CNCCC1 (1-(Cyclopropylmethyl)-7-(2-ethyl-6-methylpyridin-3-yl)-2-(1,2,5,6-tetrahydropyridin-3-yl)-1H-indol-5-yl)(1-ethylpyrrolo[3,4-c]pyrazol-5(1H,4H,6H)-yl)methanone